octyltrimethylammonium chloride salt [Cl-].C(CCCCCCC)[N+](C)(C)C